(4R,8aS)-4-methyl-2,3,4,6,8,8a-hexahydro-1H-pyrrolo[1,2-a]pyrazin-7-one C[C@@H]1CNC[C@H]2N1CC(C2)=O